C1(CCC1)CNCC1=CC(=C2CN(C(C2=C1)=O)C1=NC(=CC(=C1)C=1N(N=CC1C1=NN=CN1C)C)NCC(C)C)C(F)(F)F 6-{[(cyclobutylmethyl)amino]methyl}-2-{4-[2-methyl-4-(4-methyl-1,2,4-triazol-3-yl)pyrazol-3-yl]-6-[(2-methylpropyl)amino]pyridin-2-yl}-4-(trifluoromethyl)-3H-isoindol-1-one